guanidinium carbenium [CH3+].NC(=[NH2+])N